N,N,N-trimethyl-1-(2-(furan-3-yl)naphthalen-1-yl)methylammonium iodide [I-].C[N+](C)(C)CC1=C(C=CC2=CC=CC=C12)C1=COC=C1